tert-butyl 4-(4-{4-amino-3-[4-(difluoromethanesulfonamido)-3-[(1S)-1-(4-fluoro phenyl)ethoxy]phenyl]-1-methyl-1H-pyrazolo[4,3-c]pyridin-7-yl}-1H-pyrazol-1-yl)cyclohexane-1-carboxylate NC1=NC=C(C2=C1C(=NN2C)C2=CC(=C(C=C2)NS(=O)(=O)C(F)F)O[C@@H](C)C2=CC=C(C=C2)F)C=2C=NN(C2)C2CCC(CC2)C(=O)OC(C)(C)C